2-(3,8-diazabicyclo[3.2.1]octan-8-yl)ethanol C12CNCC(CC1)N2CCO